FC1=C(C(=O)N[C@@H](C(N2CCC3(C(CNC3=O)C3=CC=CC=C3)CC2)=O)C(C)C)C=C(C=C1)C(F)(F)F 2-fluoro-N-((2R)-3-methyl-1-oxo-1-(1-oxo-4-phenyl-2,8-diazaspiro-[4.5]decan-8-yl)butan-2-yl)-5-(trifluoromethyl)benzamide